C(CCC)OC(\C=C\C1=C(NC2=CC=CC=C12)C1=CC=C(C=C1)C#N)=O.CC=1SC(=C(N1)C1=CC=CC=C1)OC1=CC(=NC=C1)NC=1C=C(C=CC1)S(=O)(=O)N 3-((4-((2-Methyl-4-phenylthiazol-5-yl)oxy)pyridin-2-yl)amino)benzenesulfonamide butyl-(E)-3-[2-(4-cyanophenyl)-1H-indol-3-yl]prop-2-enoate